1-[3-(triethoxysilyl)propyl]-3,3'-tetramethylenebis(5-benzyl-1,2,4-triazole) C(C)O[Si](CCCC(CCCC1=NNC(=N1)CC1=CC=CC=C1)C1=NNC(=N1)CC1=CC=CC=C1)(OCC)OCC